2,4,6-trimethylbenzenesulphonate CC1=C(C(=CC(=C1)C)C)S(=O)(=O)[O-]